5-[3-[(1R)-1-[2-(cyclopropoxymethyl)-4-pyridyl]-2,2-difluoro-ethoxy]-1-methyl-pyrazolo[3,4-c]pyridazin-5-yl]-1H-pyrimidine-2,4-dione C1(CC1)OCC1=NC=CC(=C1)[C@H](C(F)F)OC1=NN(C2=NN=C(C=C21)C=2C(NC(NC2)=O)=O)C